BrC=1C=CC2=C(N(N=C2C1)CC(=O)O)C(F)(F)F [6-bromo-3-(trifluoromethyl)indazol-2-yl]acetic acid